t-butyl (R)-3-methylpiperazine-1-carboxylate C[C@@H]1CN(CCN1)C(=O)OC(C)(C)C